O=C(C(C)OC(=O)C1CCCCC1)C1=CC=C(C=C1)C Cyclohexanecarboxylic acid 1-oxo-1-(4-methylphenyl)-2-propyl ester